C1(CCCCC1)[C@@H]1OCC2=CC(=CC=C2[C@H]1C1=CC=C(C=C1)N1CCC(CC1)C(OC)OC)O (3S,4R)-3-cyclohexyl-4-(4-(4-(dimethoxymethyl)piperidin-1-yl)phenyl)isochroman-7-ol